NC1=CC=C(N=N1)C1CC2CCC(C1)N2C(=O)C2=NC=C(C(=C2)OCC)OC2=CC=C(C=C2)F [3-(6-Amino-pyridazin-3-yl)-8-aza-bicyclo[3.2.1]oct-8-yl]-[4-ethoxy-5-(4-fluoro-phenoxy)-pyridin-2-yl]-methanone